C1(CCCC1)[C@@H](CC#N)N1N=CC(=C1)C=1C2=C(N=CN1)N(C=C2)C(CCCC[C@H]2S(SCC2)=O)=O (3R)-3-Cyclopentyl-3-(4-(7-(5-((3R)-2-oxido-1,2-dithiolan-3-yl)pentanoyl)-7H-pyrrolo[2,3-d]pyrimidin-4-yl)-1H-pyrazol-1-yl)propanenitrile